CC1=CC=C2C(C=C(OC2=C1)C(SC=1SC2=C(N1)C=CC=C2)=O)=O S-(benzo[d]thiazol-2-yl) 7-methyl-4-oxo-4H-chromen-2-thiocarboxylate